2-(5-chloro-2,3-dihydro-1H-inden-2-yl)-N-((1r,2r)-1-(2,3-dihydrobenzo[b][1,4]dioxin-6-yl)-1-hydroxy-3-(pyrrolidin-1-yl)propan-2-yl)-2,2-difluoroacetamide ClC=1C=C2CC(CC2=CC1)C(C(=O)N[C@@H]([C@H](O)C1=CC2=C(OCCO2)C=C1)CN1CCCC1)(F)F